ClC=1C=C(OC2CCC(CC2)NC(=O)C=2N=NC(=CC2)N2CCN(CC2)CC=2C(=C3CN(C(C3=CC2)=O)C2C(NC(CC2)=O)=O)F)C=CC1C#N N-((1r,4r)-4-(3-chloro-4-cyanophenoxy)cyclohexyl)-6-(4-((2-(2,6-dioxopiperidin-3-yl)-4-fluoro-1-oxoisoindolin-5-yl)methyl)piperazin-1-yl)pyridazine-3-carboxamide